3-(4-(5-benzyl-pyrimidin-2-yl)-2-methylpiperazin-1-yl)-6-(1-methyl-1H-pyrazol-4-yl)pyrazolo[1,5-a]pyridine C(C1=CC=CC=C1)C=1C=NC(=NC1)N1CC(N(CC1)C=1C=NN2C1C=CC(=C2)C=2C=NN(C2)C)C